7-(5-Chloroindolin-1-yl)-N-(4-piperidinylmethyl)thiazolo[5,4-d]pyrimidine-2-carboxamide ClC=1C=C2CCN(C2=CC1)C=1C2=C(N=CN1)SC(=N2)C(=O)NCC2CCNCC2